OCC1=C(N=NN1C)C1=CC=C(C(=N1)C)O[C@H]1C[C@@H]([C@@H]2C[C@H]12)C(=O)OC methyl (1R,2S,4S,5S)-4-((6-(5-(hydroxymethyl)-1-methyl-1H-1,2,3-triazol-4-yl)-2-methyl-pyridin-3-yl)oxy)bicyclo[3.1.0]hexane-2-carboxylate